C(C)(C)(C)OC(CC(O)C=1C=C(C2=C(C=CO2)C1)Br)=O.CNC1=CC=C(C=C1)C N-methyl-p-methylaniline tert-butyl-3-(7-bromobenzofuran-5-yl)-3-hydroxypropionate